ClN1C(=C(C(C2=CC=CC=C12)=O)C=O)C1=CC=CC=C1 chloro-4-oxo-2-phenyl-1,4-dihydroquinoline-3-carbaldehyde